3-(4,4,5,5-tetramethyl-1,3,2-dioxaborolan-2-yl)cyclobutan-1-ol CC1(OB(OC1(C)C)C1CC(C1)O)C